phenylpropionic acid 3,5-bis(1,1-dimethylethyl)-4-hydroxyoctadecyl ester CC(C)(C)C(CCOC(C(C)C1=CC=CC=C1)=O)C(C(CCCCCCCCCCCCC)C(C)(C)C)O